Cl.OC1=C(C=CC=C1)NC=1SC(C(N1)C(=O)O)(C)C 2-(2-hydroxyphenylamino)-5,5-dimethyl-4,5-dihydrothiazole-4-carboxylic acid mono-hydrochloride